CN(C1=C(C=C2C(C(=CN(C2=N1)C1=C(C=C(C=C1F)F)F)C(=O)NC(C)(CC(F)(F)F)C)=O)F)C 7-(Dimethylamino)-6-fluoro-4-oxo-N-(4,4,4-trifluoro-2-methylbutan-2-yl)-1-(2,4,6-trifluoro-phenyl)-1,4-dihydro-1,8-naphthyridine-3-carboxamide